O(C=1C=C2C(CC(C2=CC1)=O)=O)C=1C=C2C(CC(C2=CC1)=O)=O 5,5'-oxybis(1H-indene-1,3(2H)-dione)